C(C1CCCO1)OC(CCCCCCC\C=C/CCCCCCCC)=O.C(CCCCCCC)C(CCCC(=O)O)(CCCC(=O)O)CCCCCCCC.C(C1=CC=CC=C1)(=O)O.C(C1=CC=CC=C1)(=O)O.C(COCCO)O Diethylenglycol dibenzoat Dioctylazelat Tetrahydrofurfuryloleat